N-[(2S,3R)-2-[(3-chloro-2-fluorophenyl)methyl]-1-(cyclopropanecarbonyl)-4,4-difluoropyrrolidin-3-yl]methanesulfonamide ClC=1C(=C(C=CC1)C[C@@H]1N(CC([C@@H]1NS(=O)(=O)C)(F)F)C(=O)C1CC1)F